potassium acetyl-sulfanilate C(C)(=O)OS(=O)(C1=CC=C(C=C1)N)=O.[K]